(7-Amino-5-fluoro-9-hydroxy-3H-benzo[e]indol-2-yl)-(3-methyl-pyridin-4-yl)-methanone NC1=CC2=C(C=3C=C(NC3C=C2F)C(=O)C2=C(C=NC=C2)C)C(=C1)O